N-(cis-4-methoxycyclohexyl)-5-(quinolin-6-yl)pyrrolo[2,1-f][1,2,4]triazin-2-amine CO[C@H]1CC[C@H](CC1)NC1=NN2C(C=N1)=C(C=C2)C=2C=C1C=CC=NC1=CC2